N-(5-fluoroquinolin-6-yl)-7-(1-methyl-1H-pyrazol-4-yl)-5-((S)-1-((S)-1-methylpyrrolidin-2-yl)ethoxy)quinazolin-4-amine FC1=C2C=CC=NC2=CC=C1NC1=NC=NC2=CC(=CC(=C12)O[C@@H](C)[C@H]1N(CCC1)C)C=1C=NN(C1)C